N-((S)-(7-((R)-Cyclopropyl(4,4,4-trifluorobutanamido)methyl)imidazo[1,2-a]pyrimidin-2-yl)(4,4-difluorocyclohexyl)methyl)-1-(cyclopropylmethyl)-1H-1,2,4-triazole-5-carboxamide C1(CC1)[C@H](C1=NC=2N(C=C1)C=C(N2)[C@@H](NC(=O)C2=NC=NN2CC2CC2)C2CCC(CC2)(F)F)NC(CCC(F)(F)F)=O